3-(3-(2,4-Difluorophenyl)-6-fluoro-4-oxo-3,4-dihydrophthalazin-1-yl)-N-methylbenzenesulfonamide FC1=C(C=CC(=C1)F)N1N=C(C2=CC=C(C=C2C1=O)F)C=1C=C(C=CC1)S(=O)(=O)NC